FC(C1=CC=C(C=C1)NC=1SC=C(N1)CC(=O)O)(F)F 2-(2-(4-(trifluoromethyl)phenylamino)thiazol-4-yl)acetic acid